N-[4-[4-[[2-(4-chlorophenyl)-4,4-dimethylcyclohexen-1-yl]methyl]piperazin-1-yl]-2-(1H-pyrrolo[2,3-b]pyridin-5-yloxy)phenyl]sulfonyl-3-nitro-4-(oxan-4-ylmethylamino)benzamide ClC1=CC=C(C=C1)C1=C(CCC(C1)(C)C)CN1CCN(CC1)C1=CC(=C(C=C1)S(=O)(=O)NC(C1=CC(=C(C=C1)NCC1CCOCC1)[N+](=O)[O-])=O)OC=1C=C2C(=NC1)NC=C2